6-[(4-dimethylphosphorylphenyl)methylene]-2-azaspiro[3.3]heptane-2-carboxylic acid tert-butyl ester C(C)(C)(C)OC(=O)N1CC2(C1)CC(C2)=CC2=CC=C(C=C2)P(=O)(C)C